(6R,7R)-7-[[(2-amino-4-thiazolyl)-[(1-carboxy-1-methyl-ethoxy)imino]acetyl]amino]-2-carboxy-8-oxo-5-thia-1-azabicyclo[4.2.0]oct-2-en NC=1SC=C(N1)C(C(=O)N[C@H]1[C@H]2SCC=C(N2C1=O)C(=O)O)=NOC(C)(C)C(=O)O